C(=O)(O)CCCN1CCCC=2C1=CC1=[O+]C=3C=C4C(=CC3N=C1C2)CCCN4CC 1-(3-carboxypropyl)-11-ethyl-1,2,3,4,8,9,10,11-octahydro-dipyrido[3,2-b:2',3'-i]phenoxazin-13-ium